NC1=NOC2=C1C(=CC(=C2)C)C2=CC=C(C=C2)NC(=O)NC2=CC(=CC=C2)OC(F)(F)F 1-(4-(3-Amino-6-methylbenzo[d]isoxazol-4-yl)phenyl)-3-(3-(trifluoromethoxy)phenyl)urea